1,4-bis(trimethoxysilyl)benzene Methyl-3-(1-(7-(1H-indole-2-carbonyl)-N,6-dimethyl-5,6,7,8-tetrahydroimidazo[1,5-a]pyrazine-1-carboxamido)cyclopropyl)benzoate COC(C1=CC(=CC=C1)C1(CC1)N(C(=O)C=1N=CN2C1CN(C(C2)C)C(=O)C=2NC1=CC=CC=C1C2)C)=O.CO[Si](C2=CC=C(C=C2)[Si](OC)(OC)OC)(OC)OC